2,4-difluoro-N-(2-methoxy-5-(7-methyl-4-(piperazin-1-yl)quinazolin-6-yl)pyridine-3-yl)benzenesulfonamide trifluoroacetate FC(C(=O)O)(F)F.FC1=C(C=CC(=C1)F)S(=O)(=O)NC=1C(=NC=C(C1)C=1C=C2C(=NC=NC2=CC1C)N1CCNCC1)OC